4-(methyl-d3)-2,4-dihydro-5H-pyrazolo[4,3-B]pyridin-5-one C(N1C=2C(C=CC1=O)=NNC2)([2H])([2H])[2H]